C(C)(C)(C)[C@H]1N2C(C=3N(N=C4C(=CC=CC34)OCCCCCCC(=O)OC(C)C)C1)=CC(C(=C2)C(=O)O)=O (R)-6-(tert-butyl)-10-((7-isopropoxy-7-oxoheptyl)oxy)-2-oxo-6,7-dihydro-2H-pyrido[2',1':3,4]pyrazino[1,2-b]indazole-3-carboxylic acid